(Z)-7-[(1R,2R,3R,5S)-3,5-dihydroxy-2-[(3R)-3-hydroxy-5-phenylpentyl]-cyclopentyl]hept-5-enoic acid O[C@H]1[C@@H]([C@H]([C@H](C1)O)C\C=C/CCCC(=O)O)CC[C@H](CCC1=CC=CC=C1)O